Methylmercaptoacetate CSCC(=O)[O-]